N1=CC(=CC=C1)C1=CC2=C(CCC=3C(=NN(C23)C2=NC=NC=C2)C(=O)O)C=C1 8-(3-pyridyl)-1-pyrimidin-4-yl-4,5-dihydrobenzo[g]indazole-3-carboxylic acid